C(CCCCCCCCCCCCC)(=O)OCCC(C)C Tetradecanoic acid, 3-methylbutyl ester